4-amino-N,1-dimethyl-N-((3S)-6-(1-methyl-1H-pyrazol-4-yl)-2,3-dihydro-1-benzofuran-3-yl)-1H-pyrazolo[4,3-c]quinoline-8-carboxamide NC1=NC=2C=CC(=CC2C2=C1C=NN2C)C(=O)N([C@@H]2COC1=C2C=CC(=C1)C=1C=NN(C1)C)C